C(C1=CC=CC=C1)OC(=O)N1CC2NS(C=3C(OCC2C1)=CN(C3)C)(=O)=O 7-methyl-3a,4,10,10a-tetrahydro-1H,7H-dipyrrolo[3,4-b:3',4'-f][1,4,5]Oxathiazocine-2(3H)-carboxylic acid benzyl ester 5,5-dioxide